(R)-6-(2,5-dioxoimidazolidin-1-yl)spiro[3.3]heptan O=C1N(C(CN1)=O)C1CC2(CCC2)C1